2-chloro-6-methoxy-4-(6-methyl-7-oxo-1H-pyrazolo[3,4-c]pyridin-4-yl)benzoic acid ClC1=C(C(=O)O)C(=CC(=C1)C=1C2=C(C(N(C1)C)=O)NN=C2)OC